C(C)(=O)OC1(C(O)=O)C[C@H](OC(C)=O)[C@@H](NC(C)=O)[C@@H](O1)[C@H](OC(C)=O)[C@H](OC(C)=O)CN=[N+]=[N-] 2,4,7,8-tetra-O-acetyl-N-acetyl-9-azido-9-deoxyneuraminic acid